O1C(OCC1)C=1C(=CC(=C(C1)C1=CC(=CC(=C1)OC)OC)F)N 5-(1,3-dioxolan-2-yl)-2-fluoro-3',5'-dimethoxybiphenyl-4-amine